N-[(6-Amino-2-pyridyl)sulfonyl]-6-(3-ethoxy-5-methylphenyl)-2-[(4S)-2,2,4-trimethylpyrrolidin-1-yl]pyridin-3-carboxamid NC1=CC=CC(=N1)S(=O)(=O)NC(=O)C=1C(=NC(=CC1)C1=CC(=CC(=C1)C)OCC)N1C(C[C@@H](C1)C)(C)C